2-(4-((4-(Difluoromethoxy)phenyl)(4-methoxypyridin-3-yl)amino)piperidin-1-yl)pyrimidine-5-carbonitrile FC(OC1=CC=C(C=C1)N(C1CCN(CC1)C1=NC=C(C=N1)C#N)C=1C=NC=CC1OC)F